[Cl-].C(C1=CC=CC=C1)[N+](CC)(CC)CC N-benzyl-N,N-diethyl-ethylammonium chloride